1-(4'-((3r,5r,7r)-adamantan-1-yl)-5-(2-methoxy-1-nitroethyl)-[1,1'-biphenyl]-3-yl)-2-methoxyethan-1-amine C12(CC3CC(CC(C1)C3)C2)C2=CC=C(C=C2)C2=CC(=CC(=C2)C(COC)[N+](=O)[O-])C(COC)N